[N+](=O)([O-])C=1C=NC=CC1N1CCC2(COC2)CC1 7-(3-nitropyridin-4-yl)-2-oxa-7-azaspiro[3.5]nonane